aminobutanal NC(C=O)CC